Cl.C(N)(=O)C1NCC=2C=CC(=NC2C1)C(=O)O 7-carbamoyl-5,6,7,8-tetrahydro-1,6-naphthyridine-2-carboxylate hydrochloride